ClC=1C=C(C=CC1B1OC(C(O1)(C)C)(C)C)NC(C(=C)F)=O N-[3-chloro-4-(4,4,5,5-tetramethyl-1,3,2-dioxaborolan-2-yl)phenyl]-2-fluoroprop-2-enamide